F[C@H]1[C@@]2(CCC[C@H](CC1)N2)C (1S,2R,3R,5R)-2-fluoro-1-methyl-9-azabicyclo[3.3.1]nonan